C1=NC(=CC2=CC=NC=C12)NC(OC(C)(C)C)=O tert-butyl (2,7-naphthyridin-3-yl)carbamate